1-[[2-(difluoromethyl)pyridin-4-yl]methyl]-3-[rac-(1R,2R,4S)-2-bicyclo[2.2.1]heptanyl]urea FC(C1=NC=CC(=C1)CNC(=O)N[C@H]1[C@@H]2CC[C@H](C1)C2)F |r|